C(CCCCCCCCCCCCCCCCCCCCC)(=O)OCC(OC(CCCCCCCCCCCCCCCCCCCCC)=O)CO glycerol di(behenate)